6-{[6-(difluoromethyl)pyridazin-3-yl]amino}-4-[(3-methanesulfonylpyridin-2-yl)amino]-N-(2H3)methylpyridazine-3-carboxamide FC(C1=CC=C(N=N1)NC1=CC(=C(N=N1)C(=O)NC([2H])([2H])[2H])NC1=NC=CC=C1S(=O)(=O)C)F